1,4-DIHYDRO-NAPHTHYRIDINE N1C=CCC2=CC=CN=C12